C(C1=CC=CC=C1)OC1=C(C(=C(C=C1)C1CCC(N1N=O)(C)C)Br)OCCC1CC1 5-(4-(benzyloxy)-2-bromo-3-(2-cyclopropylethoxy)phenyl)-2,2-dimethyl-1-nitrosoPyrrolidine